Benzyl (S)-1-((S)-3-(3-carbamimidoylphenyl)-2-(4-methylphenylsulfonamido)propanoyl)piperidin-3-ylcarbamate C(N)(=N)C=1C=C(C=CC1)C[C@@H](C(=O)N1C[C@H](CCC1)NC(OCC1=CC=CC=C1)=O)NS(=O)(=O)C1=CC=C(C=C1)C